(2-ethoxy-2-oxoethyl(methoxycarbonyl)amino)butanoate C(C)OC(CN(C(=O)OC)C(C(=O)[O-])CC)=O